1-(3-(2'-Amino-7'-oxo-5'H-spiro[cyclopropane-1,8'-pyrido[4,3-d]pyrimidine]-6'(7'H)-yl)-4-methylphenyl)-3-(cyclohexylmethyl)urea NC=1N=CC2=C(N1)C1(C(N(C2)C=2C=C(C=CC2C)NC(=O)NCC2CCCCC2)=O)CC1